(S)-4-((1-(4-chloro-8-(4-fluoro-2-methylphenyl)-1-oxo-2-phenyl-1,2-dihydroisoquinolin-3-yl)ethyl)amino)pyrido[2,3-d]pyrimidin-5(8H)-one ClC1=C(N(C(C2=C(C=CC=C12)C1=C(C=C(C=C1)F)C)=O)C1=CC=CC=C1)[C@H](C)NC=1C2=C(N=CN1)NC=CC2=O